(S)-1-(2-((2-chloro-4-fluorophenyl)amino)-5-methylpyrimidin-4-yl)-N-(1-(3-chloro-phenyl)-2-hydroxyethyl)-1H-pyrazole-4-carboxamide ClC1=C(C=CC(=C1)F)NC1=NC=C(C(=N1)N1N=CC(=C1)C(=O)N[C@H](CO)C1=CC(=CC=C1)Cl)C